(2R,5S)-5-[[bis(oxetan-3-yl)amino]methyl]-2-(4-phenoxyphenyl)-1,4-thiazepan-3-one O1CC(C1)N(C1COC1)C[C@H]1NC([C@H](SCC1)C1=CC=C(C=C1)OC1=CC=CC=C1)=O